tert-butyl (S)-2-(2-(ethylcarbamoyl)-6-(3-methyl-1H-pyrrolo[2,3-b]pyridin-5-yl)-1,2,3,4-tetrahydroisoquinolin-8-yl)pyrrolidine-1-carboxylate C(C)NC(=O)N1CC2=C(C=C(C=C2CC1)C=1C=C2C(=NC1)NC=C2C)[C@H]2N(CCC2)C(=O)OC(C)(C)C